1-(6-((2-amino-3-chloropyridin-4-yl)thio)-1,2,4-triazin-3-yl)-4-methylazepan-4-amine NC1=NC=CC(=C1Cl)SC1=CN=C(N=N1)N1CCC(CCC1)(N)C